ClC=1C=C(C=CC1F)[C@H](NC(=O)N1[C@@H](C(NCC1)=O)C)[C@@H]1C[C@H](C1)OCC(F)(F)F |o1:8| (2R)-N-((R or S)-(3-chloro-4-fluorophenyl)(trans-3-(2,2,2-trifluoroethoxy)cyclobutyl)methyl)-2-methyl-3-oxopiperazine-1-carboxamide